dimethyl-5-methyl-1H-pyrazole-4-carboxamide CC1=NN(C(=C1C(=O)N)C)C